(R,E)-2-(4-(2-(5-((1-(3-fluorophenyl)ethyl)amino)-1H-indazol-3-yl)vinyl)-1H-pyrazol-1-yl)-1-ethanol FC=1C=C(C=CC1)[C@@H](C)NC=1C=C2C(=NNC2=CC1)/C=C/C=1C=NN(C1)CCO